N(=[N+]=[N-])\C(\C(=O)OCC)=C/C1=CC(=C(C=C1)Cl)F ethyl (Z)-2-azido-3-(4-chloro-3-fluoro-phenyl)prop-2-enoate